FC1=C(C=CC(=C1)OC(F)(F)F)C1=CC(=CC=2N(C=NC21)C)C(=O)O 4-(2-fluoro-4-(trifluoromethoxy)phenyl)-1-methyl-1H-benzo[d]imidazole-6-carboxylic acid